4-isopropyloxazoline C(C)(C)C1N=COC1